OCCN(C1=CC=C(C=C1)/C=C/C(=O)C1=CC=C(C=C1)NC(C1=CC(=CC=C1)I)=O)C N-[4-[(E)-3-[4-[2-Hydroxyethyl(methyl)amino]phenyl]prop-2-enoyl]phenyl]-3-iodobenzamide